ClC=1C=C(C=C(C1)Cl)CNC(CC1=NC(=NN1CC)C1=CC=C(C=C1)OC(F)(F)F)=O N-[(3,5-dichlorophenyl)methyl]-2-{1-ethyl-3-[4-(trifluoromethoxy)phenyl]-1H-1,2,4-triazol-5-yl}acetamide